(2-iodo-3-(trifluoromethyl)phenyl)formamide methyl-7-bromo-8-formyl-2-methoxyquinoline-3-carboxylate COC(=O)C=1C(=NC2=C(C(=CC=C2C1)Br)C=O)OC.IC1=C(C=CC=C1C(F)(F)F)NC=O